BrC1C(C#N)(C=CC(=C1F)OCCOC1OCCCC1)[2H] 2-bromo-3-fluoro-4-(2-((tetrahydro-2H-pyran-2-yl)oxy)ethoxy)benzonitrile-1-d